Cl.NC=1C(=NC(=CN1)C=1C=NN(C1)C1CCN(CC1)CCOC1CCNCC1)C(=O)O[C@@H](C(=O)NC1=CC=C(C=C1)F)C1=CC=CC=C1 (R)-2-((4-fluorophenyl)amino)-2-oxo-1-phenylethyl 3-amino-6-(1-(1-(2-(piperidin-4-yloxy)ethyl)piperidin-4-yl)-1H-pyrazol-4-yl)pyrazine-2-carboxylate hydrochloride